ClC=1C=C(NC2(CCC3([C@H](CC4=CC=CC=C34)C[C@@H](COC3=C4C(=NC=C3)C=CS4)C4=CC=CC=C4)CC2)C(=O)O)C=CC1 (1r,2'S,4S)-4-(3-chloroanilino)-2'-{(2R)-2-phenyl-3-[(thieno[3,2-b]pyridin-7-yl)oxy]propyl}-2',3'-dihydrospiro[cyclohexane-1,1'-indene]-4-carboxylic acid